1-(Piperazin-1-yl)-2-(1-(o-tolyl)-3,4-dihydroisoquinolin-2(1H)-yl)ethan-1-one N1(CCNCC1)C(CN1C(C2=CC=CC=C2CC1)C1=C(C=CC=C1)C)=O